1-(3,5-dichlorophenyl)-3-(2-azaspiro[3.3]heptan-6-yl)urea HCl salt Cl.ClC=1C=C(C=C(C1)Cl)NC(=O)NC1CC2(CNC2)C1